3-(3-((3-((methyl(3-(trifluoromethyl)benzyl)amino)methyl)phenyl)amino)-2,5-dioxo-2,5-dihydro-1H-pyrrol-1-yl)piperidine-2,6-dione CN(CC1=CC(=CC=C1)C(F)(F)F)CC=1C=C(C=CC1)NC=1C(N(C(C1)=O)C1C(NC(CC1)=O)=O)=O